N-[2,4-difluoro-3-[3-(1-[[2-(trimethylsilyl)ethoxy]methyl]imidazol-2-yl)imidazo[1,5-a]pyridin-7-yl]phenyl]-5-fluoro-2-methoxypyridine-3-sulfonamide FC1=C(C=CC(=C1C1=CC=2N(C=C1)C(=NC2)C=2N(C=CN2)COCC[Si](C)(C)C)F)NS(=O)(=O)C=2C(=NC=C(C2)F)OC